5-(chloromethyl)-3-[3-(4-chloro-2-pyridinyl)-3-azabicyclo[3.1.0]hexan-6-yl]-1,2,4-oxadiazole ClCC1=NC(=NO1)C1C2CN(CC12)C1=NC=CC(=C1)Cl